ClC1=C(C=C2C(=CCO2)C2=CC=CC=C2)C=CC=C1 5-o-chlorobenzylidene-4-phenyl-furan